3-(2-(5-(2,4-Di-t-butylphenoxy)pentanoylamino)benzoylamino)benzoic acid C(C)(C)(C)C1=C(OCCCCC(=O)NC2=C(C(=O)NC=3C=C(C(=O)O)C=CC3)C=CC=C2)C=CC(=C1)C(C)(C)C